4,4-diamino-2,2'-bistrifluoromethyl-biphenyl NC1(CC(=C(C=C1)C1=C(C=CC=C1)C(F)(F)F)C(F)(F)F)N